ClC1=NNC2=CC(=CC=C12)/C=C/C(=O)NC=1C(=NC=C(C1C)F)C (2E)-3-(3-chloro-1H-indazol-6-yl)-N-(5-fluoro-2,4-dimethylpyridin-3-yl)prop-2-enamide